6-bromo-2-(tetrahydro-2H-pyran-4-yl)-1-(3,3,3-trifluoro-2-methylpropyl)-1H-benzo[d]imidazole BrC=1C=CC2=C(N(C(=N2)C2CCOCC2)CC(C(F)(F)F)C)C1